C(C)(C)(C)OC(=O)NC1=NC=CC(=C1)C1=CC=C2C(=N1)N(C(=N2)C)C2=CC=C(CN1CCN(CC1)C(=O)OC(C)(C)C)C=C2 tert-butyl 4-(4-(5-(2-((tert-butoxycarbonyl)amino)pyridin-4-yl)-2-methyl-3H-imidazo[4,5-b]pyridin-3-yl)benzyl)piperazine-1-carboxylate